C(C1=CC=CC=C1)(=O)OC1C(C(C2COC1O2)OC(=S)SC)OCC2=CC=CC=C2 3-(benzyloxy)-2-(((methylthio) carbonothioyl)oxy)-6,8-dioxabicyclo[3.2.1]octan-4-yl benzoate